CC1(COC(OC1)=O)C(=O)OCCOC 5-methyl-5-(2-methoxyethyloxycarbonyl)-1,3-dioxan-2-one